3-[3-tert-butyl-Nonyl 5-(2H-benzotriazol-2-yl)-4-hydroxyphenyl]propionate C(C)(C)(C)C(CCC1=C(C=C(C(=C1)O)N1N=C2C(=N1)C=CC=C2)CCC(=O)[O-])CCCCCC